2-(3,5-dimethylphenyl)-2-[(2-piperidine-4-ylethyl)amino]-N-(2-pyridine-4-ylethyl)acetamid CC=1C=C(C=C(C1)C)C(C(=O)NCCC1=CC=NC=C1)NCCC1CCNCC1